N1-(4-amino-2-(tetrahydro-2H-pyran-2-yl)-2H-pyrazolo[4,3-c]pyridin-7-yl)-N2-((R)-2-methylbutyl)-N2-((5-(trifluoromethyl)pyridin-2-yl)methyl)oxalamide NC1=NC=C(C=2C1=CN(N2)C2OCCCC2)NC(C(=O)N(CC2=NC=C(C=C2)C(F)(F)F)C[C@@H](CC)C)=O